4-(chloromethyl)-N-(3-methoxybenzyl)-N-methylthiazol-2-amine ClCC=1N=C(SC1)N(C)CC1=CC(=CC=C1)OC